1-(T-butyl) 3-methyl (R)-piperazin-1,3-dicarboxylate N1(C[C@@H](NCC1)C(=O)OC)C(=O)OC(C)(C)C